2-methyl-2-[18,30,32-trimethyl-20-oxo-14-oxa-8,9,10,21-tetrazahexacyclo[19.5.3.216,19.13,7.06,10.024,28]dotriaconta-1(26),3(32),4,6,8,16,18,24,27,30-decaen-2-yl]propanoic acid CC(C(=O)O)(C)C1C2=CC=C3CCN(C(C4=C(C=C(COCCCN5N=NC6=C5C=CC1=C6C)C=C4C)C)=O)CC3=C2